C(C)(CC)O sec.butyl alcohol